6-chloro-9-cyclopropylmethyl-8-(1-pyridin-3-ylmethyl-1H-pyrazol-4-yl)-9H-pyrido[3,4-b]indole ClC=1C=C2C3=C(N(C2=C(C1)C=1C=NN(C1)CC=1C=NC=CC1)CC1CC1)C=NC=C3